SCCCCO[Si](OC)(OC)C 3-mercaptopropyl-methyl-trimethoxysilane